8-[5-(4,4,5,5-tetramethyl-1,3,2-dioxaborolan-2-yl)pyridin-2-yl]-1,4-dioxaspiro[4.5]decan-8-ol CC1(OB(OC1(C)C)C=1C=CC(=NC1)C1(CCC2(OCCO2)CC1)O)C